C(C)N(C1=C(C=C2C(=N1)COC2)C(=O)O)CC 2-(diethylamino)-5,7-dihydrofuro[3,4-b]pyridine-3-carboxylic acid